C(#N)C(NC(=O)[C@@H]1[C@H]2C([C@H]2CN1C([C@H](C(C)(C)C)NC(C(C)(C)O)=O)=O)(C)C)C=1C=NC=C2C=CC=NC12 (1R,2S,5S)-N-[cyano(1,6-naphthyridin-8-yl)methyl]-3-[(2S)-2-[(2-hydroxy-2-methyl-propanoyl)amino]-3,3-dimethyl-butanoyl]-6,6-dimethyl-3-azabicyclo[3.1.0]hexane-2-carboxamide